3-(1-oxo-5-(1-((4-oxo-3-(pyridin-3-yl)-3,4-dihydroquinazolin-6-yl)methyl)piperidin-4-yl)isoindolin-2-yl)piperidine-2,6-dione O=C1N(CC2=CC(=CC=C12)C1CCN(CC1)CC=1C=C2C(N(C=NC2=CC1)C=1C=NC=CC1)=O)C1C(NC(CC1)=O)=O